(E)-N-allyl-N-benzyl-1,1-dimethoxy-4-phenylbut-3-en-2-amine C(C=C)N(C(C(OC)OC)\C=C\C1=CC=CC=C1)CC1=CC=CC=C1